3-(2-n-hexyloxy-4-diethylaminophenyl)-3-(1-ethyl-2-methylindol-3-yl)-4-azaphthalide C(CCCCC)OC1=C(C=CC(=C1)N(CC)CC)C1(OC(=O)C2=CC=CN=C12)C1=C(N(C2=CC=CC=C12)CC)C